ClC1=C(C=C(NN1CC(F)(F)C1=C(C=C(C=C1)C)Cl)OC1=C(C(=CC=C1)C1CC1)F)C 6-chloro-N-[2-(2-chloro-4-methylphenyl)-2,2-difluoroethyl]-3-(3-cyclopropyl-2-fluoro-phenoxy)-5-methylpyridazine